6-(2-(((1s,4s)-4-cyano-4-methylcyclohexyl)amino)-4-methoxypyrrolo[2,1-f][1,2,4]triazin-5-yl)-N-methylimidazo[1,2-a]pyridine-3-carboxamide C(#N)C1(CCC(CC1)NC1=NN2C(C(=N1)OC)=C(C=C2)C=2C=CC=1N(C2)C(=CN1)C(=O)NC)C